2-(2-methyl-2H-indazol-5-yl)-6-(1,2,3,6-tetrahydropyridin-4-yl)-1,3-benzothiazole hydrochloride Cl.CN1N=C2C=CC(=CC2=C1)C=1SC2=C(N1)C=CC(=C2)C=2CCNCC2